ClC=1C=CC=2N=CN=C(C2N1)NCCCOC1=C(C=CC(=C1)F)CNC 6-chloro-N-(3-(5-fluoro-2-((methylamino)methyl)phenoxy)propyl)pyrido[3,2-D]pyrimidin-4-amine